2-propenoate (Ethyl 3-(3-methoxy-4-nitrophenyl)-2-propenoate) C(C)C(C(=O)O)=CC1=CC(=C(C=C1)[N+](=O)[O-])OC.C(C=C)(=O)O